OC1=C(C=CC=C1)C1=NC(=NC(=N1)C1=C(C=CC=C1)O)C1=C(C=CC=C1)O 2,4,6-tris(hydroxyphenyl)-1,3,5-triazine